ClC=1C=C(C=C(C1F)Cl)C1(CC=NO1)C(F)(F)F 5-(3,5-dichloro-4-fluoro-phenyl)-5-(trifluoromethyl)-4H-isoxazol